CC(C)(OCNC(C=C)=O)C N-(1,1-dimethylethoxymethyl)acrylamide